OC(C)CO 2,3-dihydroxy-propane